(2S,4R)-1-[(2S)-2-amino-3,3-dimethyl-butyryl]-4-hydroxy-N-[[4-(4-methylthiazol-5-yl)phenyl]methyl]pyrrolidine-2-carboxamide N[C@H](C(=O)N1[C@@H](C[C@H](C1)O)C(=O)NCC1=CC=C(C=C1)C1=C(N=CS1)C)C(C)(C)C